N-(4-((2-(2-fluoropropan-2-yl)-6-methylpyrimidin-4-yl)amino)-5-(6-methoxypyrimidin-4-yl)pyridin-2-yl)acetamide FC(C)(C)C1=NC(=CC(=N1)NC1=CC(=NC=C1C1=NC=NC(=C1)OC)NC(C)=O)C